ClC1=CC2=C(N(C(N=C2N2[C@H](CN(CC2)C(C=C)=O)C)=O)C2=C(C=CC=C2CC)CC)N=C1N1[C@@H]2CO[C@H](C1)C2 6-chloro-1-(2,6-diethylphenyl)-4-((2S)-2-methyl-4-(2-propenoyl)-1-piperazinyl)-7-((1S,4S)-2-oxa-5-azabicyclo[2.2.1]heptan-5-yl)pyrido[2,3-d]pyrimidin-2(1H)-one